4-amino-N-(1-(2-chlorobenzoyl)-6-methylisoquinolin-5-yl)quinazoline-8-carboxamide NC1=NC=NC2=C(C=CC=C12)C(=O)NC1=C2C=CN=C(C2=CC=C1C)C(C1=C(C=CC=C1)Cl)=O